C(C1CO1)OCCC[SiH2]C(OC)OC 3-glycidoxypropyldimethoxymethylsilane